NC=1C=2N(C=CN1)C(=NC2C2=CC=C(C=C2)C(NC2=NC=CC(=C2)C(F)(F)F)=O)C2(CC(CC2)(C(=O)O)C(C)C)C 3-[8-amino-1-(4-{[4-(trifluoromethyl)pyridin-2-yl]carbamoyl}phenyl)imidazo[1,5-a]pyrazin-3-yl]-3-methyl-1-(1-methylethyl)cyclopentanecarboxylic acid